C([2H])([2H])([2H])C1([Se]CCCC1)C12CC(C1)(C2)S(=O)(=O)C2=CC=C(C)C=C2 (methyl-d3)(3-tosylbicyclo[1.1.1]pent-1-yl)selenane